C1(CC1)[C@@H]1N(C2=CC=C(C=C2[C@@H]([C@H]1C)NC1=NC=CN=C1O)F)C(C)=O 1-((2S,3R,4R)-2-cyclopropyl-6-fluoro-4-((3-hydroxypyrazin-2-yl)amino)-3-methyl-3,4-dihydroquinolin-1(2H)-yl)ethanone